C1(CCCC1)C1=NC=C(C(=N1)OC1=CC(=CC(=C1)F)F)C(=O)N[C@@H](C)\C=C\S(=O)(=O)C (S,E)-2-cyclopentyl-4-(3,5-difluorophenoxy)-N-(4-(methylsulfonyl)but-3-en-2-yl)pyrimidine-5-carboxamide